N-(3-chloro-5-(methylsulfonamido)phenyl)-4-(3-((5-chloropyridin-3-yl)methoxy)-5-fluoropyridin-2-yl)-5-methylthiophene-2-carboxamide ClC=1C=C(C=C(C1)NS(=O)(=O)C)NC(=O)C=1SC(=C(C1)C1=NC=C(C=C1OCC=1C=NC=C(C1)Cl)F)C